2-(3-chloro-4-fluorophenyl)-4-[[phenylsulfonyl]oxy]-5-amino-3(2H)-furanone ClC=1C=C(C=CC1F)C1OC(=C(C1=O)OS(=O)(=O)C1=CC=CC=C1)N